OCC1C(N(CCO1)CC1=CC=CC=C1)=O 2-hydroxymethyl-4-benzyl-morpholin-3-one